C1(=CC=CC=C1)[C@@H](C)NC=1CCN(CC1C(=O)[O-])C(=O)OCC ethyl 4-[[(1R)-1-phenylethyl]amino]-3,6-dihydro-2H-pyridine-1,5-dicarboxylate